3,8-dibromophenanthroline BrC=1C=NC2=C3N=CC(=CC3=CC=C2C1)Br